C1C(CC2=CC=CC=C12)NC1=NC=C(C=N1)C1=NN=C(O1)C(C(=O)O)F 2-(5-(2-((2,3-dihydro-1H-inden-2-yl)amino)pyrimidin-5-yl)-1,3,4-oxadiazol-2-yl)-2-fluoroacetic acid